S1N=C(C2=C1C=CC=C2)N2CCN(CC2)CCN2C(C1=C(CC2)N(C(=C1)F)C)=O 5-{2-[4-(1,2-Benzisothiazol-3-yl)piperazin-1-yl]ethyl}-2-fluoro-1-methyl-1,5,6,7-tetrahydro-4H-pyrrolo[3,2-c]pyridin-4-one